2-(7-methoxyindolizin-1-yl)ethyl-N-methylpropan-2-amine COC=1C=CN2C=CC(=C2C1)CCCC(C)NC